Ethyl (6S)-6-{[(4-methylphenyl)sulfonyl]Oxy}-2-azaspiro[3.4]octane-2-carboxylate CC1=CC=C(C=C1)S(=O)(=O)O[C@@H]1CC2(CN(C2)C(=O)OCC)CC1